C(CCCCCCCCCCCCC)C(CO)CCCCCCCCCCCCCCCC 2-tetradecyloctadecan-1-ol